bis(p-triethylsilyl-phenyl)methylene(cyclopentadienyl)(2,7-dimethyl-9-fluorenyl)hafnium C(C)[Si](C1=CC=C(C=C1)C(=[Hf](C1C2=CC(=CC=C2C=2C=CC(=CC12)C)C)C1C=CC=C1)C1=CC=C(C=C1)[Si](CC)(CC)CC)(CC)CC